(S)-4-((2-ethoxyethyl)(4-(5,6,7,8-tetrahydro-1,8-naphthyridin-2-yl)butyl)amino)-2-(3-(trifluoromethyl)isonicotinamido)butanoic acid C(C)OCCN(CC[C@@H](C(=O)O)NC(C1=C(C=NC=C1)C(F)(F)F)=O)CCCCC1=NC=2NCCCC2C=C1